(5-bromo-1-oxoisoindol-2-yl)piperidine-2,6-dione BrC=1C=C2CN(C(C2=CC1)=O)N1C(CCCC1=O)=O